ClC1=C(C=CC=C1)C(C(=O)NC1CC(C1)(F)F)N(C(=O)[C@H]1N(C(CC1)=O)C=1C=C(C(=O)N)C=CN1)C=1C=NC=C(C1)F 2-((2S)-2-((1-(2-chlorophenyl)-2-((3,3-difluorocyclobutyl)amino)-2-oxoethyl)(5-fluoropyridin-3-yl)carbamoyl)-5-oxopyrrolidin-1-yl)isonicotinamide